CC1=C(C=CC=C1)OC1=C(C=CC=C1)C o-methylphenylether